C(C)(C)(C)OC(=O)N1CC2=CC=CC=C2C[C@H]1[C@@H](CC1CNC(C2=C(N1C)C=CC=C2)=O)O ((R)-2-((S)-2-(tert-Butoxycarbonyl)-1,2,3,4-tetrahydroisoquinolin-3-yl)-2-hydroxyethyl)-1-methyl-5-oxo-2,3,4,5-tetrahydro-1H-benzo[e][1,4]diazepine